Neodymium oxalate C(C(=O)[O-])(=O)[O-].[Nd+3].C(C(=O)[O-])(=O)[O-].C(C(=O)[O-])(=O)[O-].[Nd+3]